C(C1=CC=CC=C1)OC=1C=C(OC2C(NC(CC2)=O)=O)C=CC1C 3-(3-benzyloxy-4-methyl-phenoxy)piperidine-2,6-dione